2-{4-[2-(tert-butyl-diphenyl-silanyloxy)-ethoxy]-3,5-dimethyl-phenyl}-7-fluoro-5-methoxy-3H-quinazolin-4-one C(C)(C)(C)[Si](OCCOC1=C(C=C(C=C1C)C1=NC2=CC(=CC(=C2C(N1)=O)OC)F)C)(C1=CC=CC=C1)C1=CC=CC=C1